Triiodothyroxine sodium [Na].IC([C@](N)(C(=O)O)I)(C1=CC(I)=C(C(I)=C1)OC1=CC(I)=C(C(I)=C1)O)I